(3-(difluoromethoxy)-2-fluorophenyl)ethan-1-one FC(OC=1C(=C(C=CC1)C(C)=O)F)F